C(C)[C@H]1C(C(CC=C1)=O)C1=CC=C(C=C1)[N+](=O)[O-] Ethyl-(R)-2-(4-nitrophenyl)-3-oxo-2,3-dihydro-1H-benzol